racemic-2-aminophenylallyl alcohol NC1=C(C=CC=C1)C=CCO